S(=O)(=O)([O-])[O-].OCC[NH2+]C.OCC[NH2+]C N-(2-hydroxyethyl)methyl-ammonium sulfate